heptyl-trimethyl-ammonium acetate C(C)(=O)[O-].C(CCCCCC)[N+](C)(C)C